NC=1N(N=C2C1[C@@H](N(CC2)C(=O)OC(C)(C)C)C)C2=CC(=C(C(=C2)C)F)C (S)-tert-butyl 3-amino-2-(4-fluoro-3,5-dimethylphenyl)-4-methyl-2,4,6,7-tetrahydro-5H-pyrazolo[4,3-c]pyridine-5-carboxylate